edetate disodium salt dihydrate O.O.[Na+].[Na+].C(N(CC(=O)[O-])CC(=O)O)CN(CC(=O)O)CC(=O)[O-]